ClC1=CC2=C(N=C(N=C2N2CC3(C2)CCCC3)C3=C(C(=CC(=C3Cl)OC)OC)Cl)C=N1 6-chloro-2-(2,6-dichloro-3,5-dimethoxyphenyl)-4-(2-azaspiro[3.4]oct-2-yl)pyrido[3,4-d]pyrimidine